3-hydroxy-6-nitro-5-trifluoromethylpyridine OC=1C=NC(=C(C1)C(F)(F)F)[N+](=O)[O-]